CC=1C=C2C(=CNC2=CC1)CCNC1=NC=CC(=N1)NC=1C=C2C=C(NC2=CC1)C N2-[2-(5-methyl-1H-indol-3-yl)ethyl]-N4-(2-methyl-1H-indol-5-yl)pyrimidine-2,4-diamine